bis(2,2,2-trifluoroethyl)-[4-({[(2,2,2-trifluoroethoxy)carbonyl]amino}-methyl)octane-1,8-diyl] Biscarbamate C(N)(OCCCC(CCCC(CC(F)(F)F)(CC(F)(F)F)OC(N)=O)CNC(=O)OCC(F)(F)F)=O